OCC(CO)C(N)=O 1,3-dihydroxy-2-carbamoyl-propane